Cl.O1C2=C(OCC1)C=C(C=C2)C(CCN2CC(CC2)C2=C(C=C(C=C2)F)O)=O 1-(2,3-dihydrobenzo[b][1,4]dioxin-6-yl)-3-(3-(4-fluoro-2-hydroxyphenyl)pyrrolidin-1-yl)propan-1-one hydrochloride